C(C)OCCNC1=NC=C(C=C1N)C1=NOC(=N1)C(F)(F)F N2-(2-ethoxyethyl)-5-(5-(trifluoromethyl)-1,2,4-oxadiazol-3-yl)pyridine-2,3-diamine